O.CS(=O)(=O)O monomethanesulfonic acid monohydrate